FC(N1N=CC(=C1)C1=C(C=NC(=C1)C1=CC=C(C=C1)F)CNC(C=C)=O)F N-((4-(1-(difluoromethyl)-1H-pyrazol-4-yl)-6-(4-fluorophenyl)pyridin-3-yl)methyl)acrylamide